trimethylethan-1-aminium methyl-sulfate COS(=O)(=O)[O-].CC(C[NH3+])(C)C